methyl (2E)-3-(3-bromophenyl)-2-methylpropan-2-enoate BrC=1C=C(C=CC1)/C=C(/C(=O)OC)\C